FC1=CC=C(CNC(C2=CC=C(C=C2)NC2=NN3C(=NC4=CC=CC=C4C3=O)S2)=O)C=C1 N-(4-fluorobenzyl)-4-((5-oxo-5H-[1,3,4]thiadiazolo[2,3-b]quinazolin-2-yl)amino)benzamide